azabenzol N1=CC=CC=C1